2-[4-[2-(oxan-4-yl)-3H-imidazo[4,5-b]pyridin-7-yl]piperidine-1-carbonyl]-5-(trifluoromethoxy)aniline O1CCC(CC1)C1=NC=2C(=NC=CC2C2CCN(CC2)C(=O)C2=C(N)C=C(C=C2)OC(F)(F)F)N1